CC1=CC=C(C=C1)C1=CC=C(C=C1)CCCCC 4'-methyl-4-pentylbiphenyl